2,4-bis(2,4-Dimethylphenyl)-6-(2-hydroxy-4-isooctyloxyphenyl)-s-triazine CC1=C(C=CC(=C1)C)C1=NC(=NC(=N1)C1=C(C=C(C=C1)C)C)C1=C(C=C(C=C1)OCCCCCC(C)C)O